6-(6-(2,2,2-trifluoro-1-((methylsulfonyl)oxy)ethyl)pyridazin-3-yl)-2,6-diazepine FC(C(OS(=O)(=O)C)C1=CC=C(N=N1)N1C=CC=NC=C1)(F)F